FC1(C2(CCO2)CCNC1)F 5,5-difluoro-1-oxa-7-azaspiro[3.5]nonane